tert-Butyl 2-bromo-3-(2-cyanothiophen-3-yl)-1H-indole-1-carboxylate BrC=1N(C2=CC=CC=C2C1C1=C(SC=C1)C#N)C(=O)OC(C)(C)C